N[C@H](CC(=O)OC)C (S)-methyl 3-aminobutyrate